bis(2-ethyl-hexyl)phosphate C(C)C(COP(=O)(OCC(CCCC)CC)[O-])CCCC